4-(3-amino-6-chloropyridazin-4-yl)phenyl 1,1,2,2,3,3,4,4,4-nonafluorobutane-1-sulfonate FC(C(C(C(F)(F)F)(F)F)(F)F)(S(=O)(=O)OC1=CC=C(C=C1)C1=C(N=NC(=C1)Cl)N)F